C(C)OC=1C(C(C=CC1)=[N+]=[N-])OCC diethoxydiazobenzene